N2-[2-cyclopropyl-5-[1-methyl-1-(triazol-2-yl)ethyl]pyrazol-3-yl]-N4-ethyl-5-(trifluoromethyl)pyrimidine-2,4-diamine C1(CC1)N1N=C(C=C1NC1=NC=C(C(=N1)NCC)C(F)(F)F)C(C)(N1N=CC=N1)C